FC(OC1=C(C(=O)NC(C(=O)O)CCN(CCCCC2=NC=3NCCCC3C=C2)CC(CF)OC)C=CC=C1)F 2-[[2-(difluoromethoxy)benzoyl]amino]-4-[[3-fluoro-2-methoxy-propyl]-[4-(5,6,7,8-tetrahydro-1,8-naphthyridin-2-yl)butyl]amino]butanoic acid